C(C)[P+](C1=CC=CC=C1)(C1=CC=CC=C1)C1=CC=CC=C1 ethyltriphenyl-phosphonium